Methyl (3R,5S)-3,5-dimethyl-4-(3-(6-((R)-2-methylmorpholino)pyridin-3-yl)-1H-pyrazolo[4,3-d]pyrimidin-5-yl)piperazine-1-carboxylate C[C@@H]1CN(C[C@@H](N1C=1N=CC2=C(N1)C(=NN2)C=2C=NC(=CC2)N2C[C@H](OCC2)C)C)C(=O)OC